(((1s,3s,6r)-6-(pyrimidin-2-yl)bicyclo[4.1.0]hept-3-yloxy)methyl)pyrrolidine-1-carboxylic acid isopropyl ester C(C)(C)OC(=O)N1C(CCC1)CO[C@@H]1C[C@@H]2C[C@@]2(CC1)C1=NC=CC=N1